C(C#CC)C1(CCCCC1)CO (1-(But-2-yn-1-yl)-cyclohexyl)-methanol